COC1=C(CNC=2C=3N(C4=C(C(=CC=C4N2)C(=O)OC)F)C=NC3)C=CC(=C1)OC methyl 4-((2,4-dimethoxybenzyl)amino)-9-fluoroimidazo[1,5-a]quinoxaline-8-carboxylate